3-(dimethylamino)-3-methylpyrrolidin CN(C1(CNCC1)C)C